tert-butyl 7-[(1R,9R)-5-cyano-10,10-dimethyl-3-azatricyclo[7.1.1.02,7]undeca-2,4,6-trien-4-yl]-2,7-diazaspiro[3.4]octane-2-carboxylate C(#N)C1=C(N=C2[C@H]3C([C@@H](CC2=C1)C3)(C)C)N3CCC1(CN(C1)C(=O)OC(C)(C)C)C3